NC1=NC=CC=C1C1=NC=2C(=NC(=CC2)C2=NC=C(C#N)C=C2)N1C1=CC=C(C=C1)CCl 6-(2-(2-aminopyridin-3-yl)-3-(4-(chloromethyl)phenyl)-3H-imidazo[4,5-b]pyridin-5-yl)nicotinonitrile